3-[(diphenylmethylidene)amino]-7-fluoro-8-[2-(triisopropylsilyl) ethynyl]naphthalen-1-yl trifluoromethanesulfonate FC(S(=O)(=O)OC1=CC(=CC2=CC=C(C(=C12)C#C[Si](C(C)C)(C(C)C)C(C)C)F)N=C(C1=CC=CC=C1)C1=CC=CC=C1)(F)F